N[C@@H](C(=O)NCCCC(=O)OC)CC(=O)N methyl 4-[[(2R)-2,4-diamino-4-oxo-butanoyl]amino]butanoate